ClC=1C(=CC(=C(C1)S1C[C@@H](CN2C(N=C(C3=CC(=CC1=C23)C(F)(F)F)N2C[C@@H](N[C@@H](C2)C)C)=O)OC)F)F (3R)-l-1-(5-chloro-2,4-difluorophenyl)-8-((3S,5R)-3,5-dimethylpiperazin-1-yl)-3-methoxy-10-(trifluoromethyl)-3,4-dihydro-2H,6H-[1,4]thiazepino[2,3,4-ij]quinazolin-6-one